pyrrolidine-1,3-dicarboxylic acid di-tert-butyl ester C(C)(C)(C)OC(=O)N1CC(CC1)C(=O)OC(C)(C)C